CN1C(=NN=N1)SCC2=C(N3[C@@H]([C@@H](C3=O)NC(=O)[C@@H](C4=CC=CC=C4)O)SC2)C(=O)[O-].[Na+] The molecule is an organic sodium salt that is the sodium salt of cefamandole. It has a role as an antibacterial drug. It contains a cefamandole(1-).